CN(C)N=NC1=C(NC=N1)C(=O)N The molecule is a monocarboxylic acid amide that is 1H-imidazole-4-carboxamide which is substituted at position 5 by a 3,3-dimethyltriaz-1-en-1-yl group. It is used for the treatment of metastatic malignant melanoma, and in combination with other drugs for the treatment of Hodgkin's disease and soft-tissue sarcoma. It has a role as an antineoplastic agent, an alkylating agent, a prodrug and a carcinogenic agent. It is a monocarboxylic acid amide, a member of imidazoles and a triazene derivative.